pentafluorophenyl (indol-3-yl)acetate N1C=C(C2=CC=CC=C12)CC(=O)OC1=C(C(=C(C(=C1F)F)F)F)F